5beta-cardanolide C[C@]12CC[C@H]3[C@@H](CC[C@@H]4CCCC[C@]34C)[C@H]1CC[C@@H]2[C@@H]2COC(=O)C2